2-{5-(dibenzothiophene-4-yl)-4'-phenyl-1,1'-biphenyl-3-yl}-4,6-diphenyl-1,3,5-triazine C1=CC=C(C=2SC3=C(C21)C=CC=C3)C=3C=C(C=C(C3)C3=CC=C(C=C3)C3=CC=CC=C3)C3=NC(=NC(=N3)C3=CC=CC=C3)C3=CC=CC=C3